1-tert-butyl-3-(naphthalen-2-yl)-1H-pyrazolo[3,4-d]pyrimidin-4-amine C(C)(C)(C)N1N=C(C=2C1=NC=NC2N)C2=CC1=CC=CC=C1C=C2